[CH-]1C=CC=C1.[CH-]1C=CC=C1.[Fe+2].[CH-]1C=CC=C1.[CH-]1C=CC=C1.[Fe+2] ferrocene compound with ferrocene